N,N-dimethyl-4-((2-((4-(trifluoromethyl)phenyl)amino)quinazolin-4-yl)amino)benzenesulfonamide CN(S(=O)(=O)C1=CC=C(C=C1)NC1=NC(=NC2=CC=CC=C12)NC1=CC=C(C=C1)C(F)(F)F)C